4-amino-1-(3-bromo-1H-pyrazolo[3,4-d]pyrimidin-4-yl)-N-[(1S)-1-(4-chlorophenyl)-3-hydroxypropyl]piperidine-4-carboxamide NC1(CCN(CC1)C1=C2C(=NC=N1)NN=C2Br)C(=O)N[C@@H](CCO)C2=CC=C(C=C2)Cl